(3R)-3-(4-chlorophenyl)-2-[(5-chloropyridin-2-yl)methyl]-6-[1-(1,2-dimethyl-1H-imidazol-4-yl)-1-hydroxyethyl]-4-fluoro-3-[(1-hydroxycyclopropyl)methoxy]-2,3-dihydro-1H-isoindol-1-one ClC1=CC=C(C=C1)[C@@]1(N(C(C2=CC(=CC(=C12)F)C(C)(O)C=1N=C(N(C1)C)C)=O)CC1=NC=C(C=C1)Cl)OCC1(CC1)O